N-Isopropyl-N'-phenyl-1,4-phenylenediamin C(C)(C)NC1=CC=C(C=C1)NC1=CC=CC=C1